C1CCN2C1(CC=1C=CC=CC21)CO (2,3-dihydro-1H-pyrrolo[1,2-a]indol-9a(9H)-yl)methanol